CN(CCCNC1=CC(=NC2=CC=CC=C12)C1=CC=C(C=C1)N1CCN(CC1)C)C N1,N1-dimethyl-N3-(2-(4-(4-methylpiperazin-1-yl)phenyl)quinolin-4-yl)propane-1,3-diamine